4-piperidinylcarboxamide N1CCC(CC1)C(=O)N